C[C@H]([C@@H](CCCCCCC)O)O (2R,3R)-decan-2,3-diol